ClC1=CC(=C(C(=C1)C1=CC=CC=C1)C1=CC=CC=C1)C1=CC=CC=C1 5'-chloro-3'-phenyl-1,1':2',1''-terphenyl